ClC1=NC=C(C(=C1)C1=C(C=NC(=C1)C)C(=O)NC=1SC2=C(N1)CN(C2)C(C2=NC(=C(C=C2)C#N)C)=O)OC 2'-chloro-N-(5-(5-cyano-6-methylpicolinoyl)-5,6-dihydro-4H-pyrrolo[3,4-d]thiazol-2-yl)-5'-methoxy-6-methyl-[4,4'-bipyridine]-3-carboxamide